C(C1=CC=CC=C1)OC1=CC=C(C=C1)C=1C=C2C=C(C(OC2=C(C1)[N+](=O)[O-])=O)C1=NN=NN1 6-(4-(benzyloxy)phenyl)-8-nitro-3-(1H-tetrazol-5-yl)-2H-chromen-2-one